(4-(1,2,2-triphenylethenyl)phenyl)methanol C1(=CC=CC=C1)C(=C(C1=CC=CC=C1)C1=CC=CC=C1)C1=CC=C(C=C1)CO